cysteic acid-sodium salt [Na+].N[C@@H](CS(=O)(O)=O)C(=O)[O-]